triphenyl-piperidine C1(=CC=CC=C1)C1(N(CCCC1)C1=CC=CC=C1)C1=CC=CC=C1